N-{3H-imidazo[4,5-b]pyridin-7-yl}-6-(6-methylpyridin-2-yl)-2H,3H,4H-pyrido[3,2-b][1,4]-oxazin-8-amine N1=CNC2=NC=CC(=C21)NC2=CC(=NC1=C2OCCN1)C1=NC(=CC=C1)C